4-((2,3-Dihydrobenzo[b][1,4]dioxin-6-yl-2,2,3,3-d4)oxy)piperidine-4-d O1C2=C(OC(C1([2H])[2H])([2H])[2H])C=C(C=C2)OC2(CCNCC2)[2H]